C(CCC)[Zn]CCCCCCCC.[P] phosphorus butyl-octyl-zinc salt